CN(CCN1N=C(C=C1C)N)C (2-(dimethylamino)ethyl)-5-methyl-1H-pyrazol-3-amine